The molecule is a saturated organic heteromonocyclic parent that is an analogue of morpholine where the oxygen atom is replaced by sulfur. It is a saturated organic heteromonocyclic parent and a member of thiomorpholines. C1CSCCN1